[1-(2-diphenylphosphino-1-naphthyl)-2-naphthyl]-diphenyl-phosphine C1(=CC=CC=C1)P(C1=C(C2=CC=CC=C2C=C1)C1=C(C=CC2=CC=CC=C12)P(C1=CC=CC=C1)C1=CC=CC=C1)C1=CC=CC=C1